C(C)(=O)N[C@@]1([C@@H](O)O[C@@H]([C@H]([C@@H]1O)O)CO)O 2-acetamido-α-D-glucose